C(C)(C1=C(C(=CC(=C1)C(C)(C)C)C(C)(C)C)O)C1=C(C(=CC(=C1)C(C)(C)C)C(C)(C)C)O 2,2'-ethylidene-bis(4,6-di-tert-butyl-phenol)